(1R)-N-(6-(1-((3S,4S)-4-hydroxy-3-methyltetrahydrofuran-3-yl)piperidin-4-yl)-7-methylisoquinolin-3-yl)spiro[2.2]pentane-1-carboxamide O[C@H]1[C@@](COC1)(C)N1CCC(CC1)C=1C=C2C=C(N=CC2=CC1C)NC(=O)[C@@H]1CC12CC2